2-[2-(methoxymethoxy)-5-fluoro-3-methylphenyl]-4,4,5,5-tetramethyl-1,3,2-dioxaborolane COCOC1=C(C=C(C=C1C)F)B1OC(C(O1)(C)C)(C)C